1-bromo-1-(4-chlorophenyl)-2-cyclopropylpropan-2-ol BrC(C(C)(O)C1CC1)C1=CC=C(C=C1)Cl